2-(2-bromo-4-oxo-6,7-dihydrothieno[3,2-c]pyridin-5(4H)-yl)propionic acid tert-butyl ester C(C)(C)(C)OC(C(C)N1C(C2=C(CC1)SC(=C2)Br)=O)=O